3-methyl-N-(2-[[(2S)-2-methylpyrrolidin-1-yl]methyl]-1H-pyrrolo[3,2-c]pyridin-6-yl)-1,2-benzoxazole-5-carboxamide CC1=NOC2=C1C=C(C=C2)C(=O)NC2=CC1=C(C=N2)C=C(N1)CN1[C@H](CCC1)C